ClC1=CC=C2C(=C3N(C2=C1Cl)CC(CC3)CCO)C=3C=NNC3 2-[3,4-Dichloro-10-(1H-pyrazol-4-yl)-6,7,8,9-tetrahydropyrido[1,2-a]indol-7-yl]ethanol